4,6-di-O-benzyl-2-deoxy-2-trichloroacetamido-α-D-mannopyranose C(C1=CC=CC=C1)O[C@H]1[C@@H]([C@@H]([C@@H](O)O[C@@H]1COCC1=CC=CC=C1)NC(C(Cl)(Cl)Cl)=O)O